2-(3,3-difluoro-1-methylcyclobutyl)-N-(4-(7-fluoro-1,3,4,5-tetrahydro-2H-benzo[c]azepin-2-yl)-2,6-dimethylphenyl)acetamide FC1(CC(C1)(C)CC(=O)NC1=C(C=C(C=C1C)N1CC2=C(CCC1)C=C(C=C2)F)C)F